FCCN1C(N(C2=NC(=NC=C12)SC)C1CCOCC1)=O (2-fluoroethyl)-2-(methylthio)-9-(tetrahydro-2H-pyran-4-yl)-7,9-dihydro-8H-purin-8-one